S1C=NC2=C1C=CC(=C2)[C@H]2N(C[C@@H]([C@@H](C2)OC)C)C(C(=O)NC=2C=C(C(=NC2)OC)C(=O)N)=O |r| rac-5-[[2-[(2S,4R,5S)-2-(1,3-Benzothiazol-5-yl)-4-methoxy-5-methyl-1-piperidyl]-2-oxo-acetyl]amino]-2-methoxy-pyridine-3-carboxamide